N-(6-amino-5-ethylpyridin-3-yl)-2-((2R,5S)-5-methyl-2-(3-(((R)-1-methylpyrrolidin-3-yl)methoxy)phenyl)piperidin-1-yl)-2-oxoacetamide NC1=C(C=C(C=N1)NC(C(=O)N1[C@H](CC[C@@H](C1)C)C1=CC(=CC=C1)OC[C@H]1CN(CC1)C)=O)CC